C1(CC1)C1=C(C=CC=C1)C=1N=CC2=C(N1)C(=CN2)NC2=CC=C(C=C2)C=2N(C=C(N2)C(F)(F)F)C 2-(2-cyclopropylphenyl)-N-[4-[1-methyl-4-(trifluoromethyl)imidazol-2-yl]phenyl]-5H-pyrrolo[3,2-d]pyrimidin-7-amine